4-(trifluoromethoxy)benzoate FC(OC1=CC=C(C(=O)[O-])C=C1)(F)F